CC1(CC(C1)=O)C(=O)O 1-methyl-3-oxocyclobutane-1-carboxylic acid